ClC1=NN2C(N=CC3=C2[C@@](CN3C(=O)NC3=NC(=C(C(=C3)Cl)OC)O[C@@H]3CNCC3)(C(F)(F)F)C)=C1 (R)-2-chloro-N-(4-chloro-5-methoxy-6-(((S)-pyrrolidin-3-yl)oxy)pyridin-2-yl)-8-methyl-8-(trifluoromethyl)-7,8-dihydro-6H-pyrazolo[1,5-a]pyrrolo[2,3-e]pyrimidine-6-carboxamide